ClC1=CC=C2C(=CC(=NC2=C1Cl)CCC=O)C=1C=NN(C1)C(=O)OC(C)(C)C tert-butyl 4-(7,8-dichloro-2-(3-oxopropyl) quinolin-4-yl)-1H-pyrazole-1-carboxylate